1-(1-((4'-Fluoro-[1,1'-biphenyl]-4-yl)methyl)-1H-indol-5-yl)-5-methyl-1H-pyrazol-3-carboxamid FC1=CC=C(C=C1)C1=CC=C(C=C1)CN1C=CC2=CC(=CC=C12)N1N=C(C=C1C)C(=O)N